7-{3-[1-(3-methylbutyl)-1H-pyrazol-4-yl]-6-(trifluoromethyl)pyridin-2-yl}quinoline CC(CCN1N=CC(=C1)C=1C(=NC(=CC1)C(F)(F)F)C1=CC=C2C=CC=NC2=C1)C